C1(CCC1)C(CCOC1=NN(C=C1)C1=CC=C2C(NS(C3=CC=CC(NCCC[C@H]4CC(N(C2=N1)C4)(C)C)=N3)(=O)=O)=O)C3CCC3 (14S)-8-[3-(3,3-Dicyclobutylpropoxy)-1H-pyrazol-1-yl]-12,12-dimethyl-2λ6-thia-3,9,11,18,23-pentaazatetracyclo[17.3.1.111,14.05,10]tetracosa-1(22),5,7,9,19(23),20-hexaene-2,2,4-trione